FC1=CC=C(C=C1)N1C(N2N(CC=C3C2C=2C=CC(=CC2OC3(C)C)NC(OC(C)(C)C)=O)C1=O)=O tert-butyl (2-(4-fluorophenyl)-7,7-dimethyl-1,3-dioxo-2,3,5,12b-tetrahydro-1H,7H-chromeno[4,3-c][1,2,4]triazolo[1,2-a]pyridazin-10-yl)carbamate